C(C)OC(=O)C1=NC(=NC(=C1)C)Cl 2-chloro-6-methylpyrimidine-4-carboxylic acid ethyl ester